5-amino-1-[2,6-dichloro-4-(trifluoromethyl)phenyl]-1H-pyrazole-3-carbonitrile NC1=CC(=NN1C1=C(C=C(C=C1Cl)C(F)(F)F)Cl)C#N